6-fluorobenzchroman-3-amine hydrochloride Cl.FC=1C=C2CC(COC2=C2C1C=CC=C2)N